C(C1=CC=CC=C1)(=O)C1=CC=C(C[C@H](N)C(=O)O)C=C1 p-benzoylphenylalanine